tert-Butyl (4-(4-amino-7-(4-hydroxy-1-methylpiperidin-4-yl)pyrrolo[2,1-f][1,2,4]triazin-5-yl)-2-methoxyphenyl)carbamate NC1=NC=NN2C1=C(C=C2C2(CCN(CC2)C)O)C2=CC(=C(C=C2)NC(OC(C)(C)C)=O)OC